1-[4-(2,4-dioxo-1,3-diazinan-1-yl)phenyl]piperidine-4-carbaldehyde O=C1N(CCC(N1)=O)C1=CC=C(C=C1)N1CCC(CC1)C=O